4-bromo-1-isopropyl-5-nitro-1H-indazole BrC1=C2C=NN(C2=CC=C1[N+](=O)[O-])C(C)C